7-nitro-1-oxoisoindoline-2-carboxylic acid tert-butyl ester C(C)(C)(C)OC(=O)N1C(C2=C(C=CC=C2C1)[N+](=O)[O-])=O